(4R,5R)-4-(4-(tert-Butoxycarbonyl)phenyl)-5-(hydroxymethyl)azepane-1-carboxylic acid tert-butyl ester C(C)(C)(C)OC(=O)N1CC[C@H]([C@@H](CC1)CO)C1=CC=C(C=C1)C(=O)OC(C)(C)C